(2R,3R,4R,5S)-5-(4-aminoimidazo[2,1-f][1,2,4]triazin-7-yl)-2-((benzoyloxy)methyl)-4-fluoro-5-hydroxy-4-methyltetrahydrofuran-3-yl benzoate C(C1=CC=CC=C1)(=O)O[C@@H]1[C@H](O[C@@]([C@]1(C)F)(O)C1=CN=C2C(=NC=NN21)N)COC(C2=CC=CC=C2)=O